C(C)(=O)[N-]S(=O)(=O)C1=CC(=C(C(=C1)F)CN1C(NC=2C=NC=3N=C(C=CC3C21)OC)=O)F acetyl((3,5-difluoro-4-((7-methoxy-2-oxo-2,3-dihydro-1H-imidazo[4,5-c][1,8]naphthyridin-1-yl)methyl)phenyl)sulfonyl)amide